ClC1=C(C=CC(=C1)C(F)(F)F)S(=O)(C)=NCC=1N=C2N(C=CC(=C2)C2=NOC(=N2)C(F)(F)Cl)C1 (2-chloro-4-(trifluoromethyl)phenyl)(((7-(5-(chlorodifluoromethyl)-1,2,4-oxadiazol-3-yl)imidazo[1,2-a]pyridin-2-yl)methyl)imino)(methyl)-λ6-sulfanone